tert-Butyl N-[6-(butan-2-yl)-5-cyanopyridin-2-yl]-N-[(tert-butoxy)carbonyl]carbamate CC(CC)C1=C(C=CC(=N1)N(C(OC(C)(C)C)=O)C(=O)OC(C)(C)C)C#N